5-(6-Isobutyl-4-methylpyridin-3-yl)-4-oxo-4,5-dihydro-3H-1-thia-3,5,8-triazaacenaphthylene-2-carboxylic acid methyl ester COC(=O)C=1SC=2N=CC=C3N(C(NC1C23)=O)C=2C=NC(=CC2C)CC(C)C